2-(cyclohexanecarbonyl)-2,3,6,7-tetrahydro-4H-pyrazino[2,1-a]isoquinolin-4-one C1(CCCCC1)C(=O)N1C=C2N(CCC3=CC=CC=C23)C(C1)=O